C1(=CC=CC=2C3=CC=CC=C3C3(C12)C1=CC=CC=C1C=1C=CC=CC13)N 9,9'-spirobi[fluoren]-1-amin